CN1N=C(C=C1)C1=C(C=C(N=N1)NC=1N=CC(=NC1)C#N)NCC1CCNCC1 5-(6-(1-methyl-1H-pyrazol-3-yl)-5-(piperidin-4-ylmethylamino)pyridazin-3-ylamino)pyrazine-2-carbonitrile